(1R,5S)-1-(quinolin-8-ylsulfonyl)-3-oxabicyclo[3.1.0]hexan-2-one N1=CC=CC2=CC=CC(=C12)S(=O)(=O)[C@]12C(OC[C@@H]2C1)=O